NC12CCC(CC1)(CC2)CNC(OC(C)(C)C)=O tert-butyl ((4-aminobicyclo[2.2.2]octan-1-yl)methyl)carbamate